[(3S)-tetrahydro-2-oxo-3-furanyl]octanamide O=C1OCC[C@H]1C(C(=O)N)CCCCCC